N'-(2,4-dibromo-6-cyano-phenyl)-N,N-dimethyl-formamidine BrC1=C(C(=CC(=C1)Br)C#N)N=CN(C)C